2-(5-chloro-2-(1H-tetrazol-1-yl)phenyl)-N-(6-(((8-cyano-6-cyclopropylimidazo[1,2-a]pyridin-2-yl)methyl)amino)pyrimidin-4-yl)acetamide ClC=1C=CC(=C(C1)CC(=O)NC1=NC=NC(=C1)NCC=1N=C2N(C=C(C=C2C#N)C2CC2)C1)N1N=NN=C1